1-{4-[(1R)-1-[3-(1-fluoro-8-{4-fluoro-2-[(3R)-3-methylmorpholine-4-carbonyl]phenyl}-3-methylimidazo[1,5-a]pyridin-6-yl)azetidin-1-yl]propyl]piperidin-1-yl}ethan-1-one FC=1N=C(N2C1C(=CC(=C2)C2CN(C2)[C@H](CC)C2CCN(CC2)C(C)=O)C2=C(C=C(C=C2)F)C(=O)N2[C@@H](COCC2)C)C